(2E)-2-[(5E)-5-[(3,5-dimethyl-1H-pyrrol-2-yl)methylidene]-4-methoxypyrrol-2-ylidene]indole CC1=C(NC(=C1)C)\C=C\1/C(=C/C(/N1)=C/1\N=C2C=CC=CC2=C1)OC